NCC=1C=C(OCCCCCCOCCOCCOCCCCCC(=O)OC)C=CC1C(F)(F)F methyl 6-(2-(2-((6-(3-(aminomethyl)-4-(trifluoromethyl)phenoxy)hexyl)oxy)ethoxy)ethoxy)hexanoate